6-[(4-hydroxy-2,6-dimethyl-phenyl)methyl]-3,4-dihydro-1H-quinolin-2-one-1-d diisobutyloxy-bis-ethylacetoacetate C(C(C)C)OC(C(=O)O)(C(=O)C(CC)CC)OCC(C)C.OC1=CC(=C(C(=C1)C)CC=1C=C2CCC(N(C2=CC1)[2H])=O)C